Dibenzyl (3-{[(4-methoxyphenyl)methyl]amino}propyl)phosphonate COC1=CC=C(C=C1)CNCCCP(OCC1=CC=CC=C1)(OCC1=CC=CC=C1)=O